C(C)(C)(C)OC(=O)NC(C(=O)O)C(NC1=CC=C2C=NN(C2=C1)C=1C=C(C=CC1)C)=O 2-((tert-butoxycarbonyl)amino)-3-oxo-3-((1-(m-tolyl)-1H-indazol-6-yl)amino)propanoic acid